3-(methylthio)-propane CSCCC